C(C1=CC=CC=C1)ON1C(=CC=CC1=O)CN1CCN(CCN(CCN(CC1)CC(=O)OC(C)(C)C)CC=1N(C(C=CC1)=O)OCC1=CC=CC=C1)[C@@H](CCC(=O)O)C(=O)OC(C)(C)C (4S)-4-[4,10-bis({[1-(benzyloxy)-6-oxopyridin-2-yl]methyl})-7-[2-(tert-butoxy)-2-oxoethyl]-1,4,7,10-tetraazacyclododecan-1-yl]-5-(tert-butoxy)-5-oxopentanoic acid